C(C)N1N=CC=C1C(=O)N[C@H](C(=O)NC1=C(C=C(C=C1)C1(CC1)[C@H](C(=O)N1CCN(CC1)C)NC(CC)=O)F)[C@@H]1CC2(CC2)CCC1 1-ethyl-N-((S)-2-((2-fluoro-4-(1-((R)-2-(4-methylpiperazin-1-yl)-2-oxo-1-propionamidoethyl)cyclopropyl)phenyl)amino)-2-oxo-1-((S)-spiro[2.5]octan-5-yl)ethyl)-1H-pyrazole-5-carboxamide